N-(4-(N-(3,5-difluorobenzyl)sulfamoyl)phenyl)-2-(pyridin-4-yl)cyclopropane-1-carboxamide FC=1C=C(CNS(=O)(=O)C2=CC=C(C=C2)NC(=O)C2C(C2)C2=CC=NC=C2)C=C(C1)F